(3R)-3-[1,4-Dimethyl-7-(trifluoromethyl)-1H-benzotriazol-5-yl]-3-(7-{[(2R)-2-ethyl-7-hydroxy-2,3-dihydropyrido[2,3-f][1,4]oxazepin-4(5H)-yl]methyl}-1-benzothiophen-5-yl)propanoic acid CN1N=NC2=C1C(=CC(=C2C)[C@H](CC(=O)O)C=2C=C(C1=C(C=CS1)C2)CN2C[C@H](OC1=C(C2)N=C(C=C1)O)CC)C(F)(F)F